C1(CC2C(CC1)O2)CCC[Si](OCC(C)C)(OCC(C)C)OCC(C)C 3-(3,4-epoxycyclohexyl)propyltri(isobutoxy)silane